C(C1=CC=CC=C1)OCC1(CC1)C(=O)O 1-((benzyloxy)methyl)cyclopropane-1-carboxylic acid